1,2-bis(hydroxydimethylsilyl)ethane tert-Butyl-(S)-4-(5-cyclopropyl-7-(5-isocyanopyridin-3-yl)-7H-pyrrolo[2,3-d]pyrimidin-4-yl)-3-methylpiperazine-1-carboxylate C(C)(C)(C)OC(=O)N1C[C@@H](N(CC1)C=1C2=C(N=CN1)N(C=C2C2CC2)C=2C=NC=C(C2)[N+]#[C-])C.O[Si](CC[Si](C)(C)O)(C)C